N(=C=O)CC1CC(CC(C1)CN=C=O)CN=C=O 1,3,5-tri(isocyanatomethyl)cyclohexane